ClC1=CC=C2C=C(NC2=C1Cl)CO (6,7-dichloro-1H-indol-2-yl)methanol